C(CC)[Si](OC)(OC)C propyl(methyl)-dimethoxysilane